sulfydryl mercaptan SS